[Cl-].O1COC2=C1C=CC=C2CC2(CN=C(C=C2)N2CCCCC2)C[NH3+] 3-benzodioxol-4-ylmethyl-[[6-(1-piperidinyl)-3-pyridinyl]methyl]ammonium chloride